(3R)-4-hydroxy-3-methyl-2-oxa-8-azaspiro[4.5]decan-8-carboxylic acid tert-butyl ester C(C)(C)(C)OC(=O)N1CCC2(C([C@H](OC2)C)O)CC1